(E)-1-(4-Hydroxyphenyl)-3-[4-methoxy-3-(2-methylpropoxy)phenyl]prop-2-en-1-one OC1=CC=C(C=C1)C(\C=C\C1=CC(=C(C=C1)OC)OCC(C)C)=O